FC(C(=O)O)(F)F.ClC1=C(C=CC(=C1NC=1C(=C2C(N(C=NC2=CC1)C)=O)C)F)NS(=O)(=O)N1CC(C1)(C)COC N-(2-chloro-3-((3,5-dimethyl-4-oxo-3,4-dihydroquinazolin-6-yl)amino)-4-fluorophenyl)-3-(methoxymethyl)-3-methylazetidine-1-sulfonamide trifluoroacetate